C(CCCCCCC\C=C/C\C=C/CCCCC)(=O)O.C(CCCCCCC\C=C/C\C=C/CCCCC)(=O)O.C(CCCCCCC\C=C/C\C=C/CCCCC)(=O)O.OCC(O)CO.OCC(O)CO.OCC(O)CO triglycerol trilinoleate